O[C@](C=1C=C(C=NC1)C1=NOC(=N1)C1CCN(CC1)C(C)=O)(C1=CC=C(C=C1)C(C)C)C1(CN(C1)CCO)C 1-[4-(3-{5-[(R)-Hydroxy-[1-(2-hydroxy-ethyl)-3-methyl-azetidin-3-yl]-(4-isopropyl-phenyl)-methyl]-pyridin-3-yl}-[1,2,4]oxadiazol-5-yl)-piperidin-1-yl]-ethanone